BrC1=CC=CC=2C=3N(C(=NC12)N[C@H]1C(NCCCC1)=O)N=C(N3)C=3C=NN(C3)CC3CCC3 (3R)-3-({7-bromo-2-[1-(cyclobutylmethyl)-1H-pyrazol-4-yl][1,2,4]triazolo[1,5-c]quinazolin-5-yl}amino)azepan-2-one